2-(3-{5-chloro-2-[(Oxan-4-yl)amino]pyrimidin-4-yl}-5-oxo-5H,6H,7H-pyrrolo[3,4-b]pyridin-6-yl)-N-[(1R)-1-(3-methoxyphenyl)ethyl]acetamide butyl-N,N-dihexylcarbamate C(CCC)OC(N(CCCCCC)CCCCCC)=O.ClC=1C(=NC(=NC1)NC1CCOCC1)C=1C=C2C(=NC1)CN(C2=O)CC(=O)N[C@H](C)C2=CC(=CC=C2)OC